COC=1C=C2C(=NC=NC2=CC1OC)OC1=CC=C(C=C1)NC(=O)C1(CC1)C(=O)NC1=CC=C(C=C1)F N-(4-{[6,7-bis(methyloxy)quinazolin-4-yl]oxy}phenyl)-N'-(4-fluorophenyl)cyclopropane-1,1-dicarboxamide